N=1NN=NC1COC1=CC=C(C=O)C=C1 4-((2H-tetrazol-5-yl)methoxy)benzaldehyde